N-[(5,6-dimethyl-3-pyridinyl)methyl]methanesulfonamide CC=1C=C(C=NC1C)CNS(=O)(=O)C